(R)-2-[4-(5-chloro-3-fluoro-2-pyridyloxy)phenoxy]propionic acid ClC=1C=C(C(=NC1)OC1=CC=C(O[C@@H](C(=O)O)C)C=C1)F